ClC=1C=NC2=C3N=CC=CC3=CC=C2C1 3-chloro-1,10-phenanthroline